(3S,4R)-4-({5-chloro-7-[1-cyclopentylethyl]imidazo[4,3-f][1,2,4]triazin-2-yl}amino)oxan-3-ol ClC=1N=C(N2N=C(N=CC21)N[C@H]2[C@@H](COCC2)O)C(C)C2CCCC2